O=C1NC(CCC1N1C(N(C2=C1C=CC(=C2S(=O)(=O)F)C2CCNCC2)C)=O)=O 1-(2,6-dioxopiperidin-3-yl)-3-methyl-2-oxo-5-(piperidin-4-yl)-2,3-dihydro-1H-benzo[d]imidazole-4-sulfonyl fluoride